4-[(2R)-3-(3,4-dihydro-1H-isoquinolin-2-yl)-2-hydroxy-propyl]-8-[(3-fluoro-1-methyl-4-piperidinyl)oxy]-2,3-dihydro-1,4-benzoxazepin-5-one C1N(CCC2=CC=CC=C12)C[C@H](CN1CCOC2=C(C1=O)C=CC(=C2)OC2C(CN(CC2)C)F)O